Cl.FC1=CC=C(C=C1)[C@@H]1N(CCC2=CC=CC=C12)C(=O)OC12CC(C1)(C2)N2CCOCC2 3-Morpholinobicyclo[1.1.1]pentan-1-yl (S)-1-(4-fluorophenyl)-3,4-dihydroisoquinoline-2(1H)-carboxylate hydrochloride